trimethyl-2,3-dioleoyl-oxypropyl-ammonium chloride [Cl-].C[N+](CC(COC(CCCCCCC\C=C/CCCCCCCC)=O)OC(CCCCCCC\C=C/CCCCCCCC)=O)(C)C